3-(2-amino-3-chloropropyl)phenol hydrochloride Cl.NC(CC=1C=C(C=CC1)O)CCl